(1R*,3R*)-3-(2-Chloro-3,3,3-trifluoro-1-propenyl)-2,2-dimethylcyclopropan ClC(=C[C@@H]1C(C1)(C)C)C(F)(F)F |o1:3|